oxygen Lanthanum [La].[O]